hentriacontyl-dimethyl-benzyl-ammonium C(CCCCCCCCCCCCCCCCCCCCCCCCCCCCCC)[N+](CC1=CC=CC=C1)(C)C